5-[4-[(R)-amino(4,5-dichloro-2-hydroxyphenyl)methyl]piperidine-1-carbonyl]-1H-pyrimidin-2-one N[C@H](C1CCN(CC1)C(=O)C=1C=NC(NC1)=O)C1=C(C=C(C(=C1)Cl)Cl)O